(5R)-5-(hydroxymethyl)-4-methylmorpholin-3-one OC[C@@H]1COCC(N1C)=O